((2-chloro-5-(2-(1-methylimidazol-4-yl)ethynyl)-4-pyridinyl)amino)-2,2-dimethyl-propan-1-ol ClC1=NC=C(C(=C1)NC(C(C)(C)C)O)C#CC=1N=CN(C1)C